N1=C(C=CC=2CCNCC12)/C=C/C(=O)OC methyl (E)-3-(5,6,7,8-tetrahydro-1,7-naphthyridin-2-yl)acrylate